BrC1=CC(=C(C=C1S(F)(F)(F)(F)F)NC(C)=O)[N+](=O)[O-] N-[4-bromo-2-nitro-5-(pentafluoro-sulfanyl)phenyl]acetamide